FC(C(=O)O)(F)F.N1CC(C1)C=1C=NC=CC1 3-(azetidin-3-yl)pyridine trifluoroacetate salt